2-butyl-5-cyclobutyl-cyclopentane-1,3-diene C(CCC)C1=CC(C=C1)C1CCC1